C1-propyl mercaptan C(CC)S